CC(CC(C)C)C(C(=O)[O-])OC=1C=CC(=C2C=CC=NC12)Cl (1,3-dimethylbutan-1-yl)(5-chloro-8-quinolinyloxy)acetate